CN(C(=O)C1=CC(=NN1CC1COC1)CNC(OC(C)(C)C)=O)C tert-butyl ((5-(dimethylcarbamoyl)-1-(oxetan-3-ylmethyl)-1H-pyrazol-3-yl)methyl)carbamate